5,6-dihydro-4H-1,3-thiazine-6-carboxamide S1C=NCCC1C(=O)N